C(CC)(=O)O[C@H]1C(CC[C@H](C1)C(=C)C)C [(1R,5R)-5-Isopropenyl-2-methyl-cyclohexyl] propionate